C(C)(C)C1=C(NC2=CC=C(C=C12)C1CCN(CC1)C1COC1)C=1C=C(C(N(C1)C)=O)OC 5-(3-isopropyl-5-(1-(oxetan-3-yl)piperidin-4-yl)-1H-indol-2-yl)-3-methoxy-1-methylpyridin-2(1H)-one